NC1=C(C=2C(=NN(C2C(=O)O)CC)N1C1=C(C(=CC=C1C)OC)C)C(N)=O 5-Amino-4-carbamoyl-2-ethyl-6-(3-methoxy-2,6-dimethylphenyl)-2,6-dihydropyrrolo[2,3-C]pyrazole-3-carboxylic acid